3-Heptanone CCC(CCCC)=O